C(CCCCC)(O)(O)O 1,1,1-hexanetriol